(S)-N-(5-(2,4-difluorophenoxy)pyrazin-2-yl)-2-(4-(4-(2-hydroxyethyl)-5,6-dioxo-1,4,5,6-tetrahydropyrazine-2-carbonyl)-3,3-dimethylpiperazin-1-yl)propanamide FC1=C(OC=2N=CC(=NC2)NC([C@H](C)N2CC(N(CC2)C(=O)C=2NC(C(N(C2)CCO)=O)=O)(C)C)=O)C=CC(=C1)F